3-[4-(2-chloro-1-methyl-1H-imidazol-5-yl)phenyl]-5-(trifluoromethyl)-4,5-dihydro-1,2-oxazol-5-ol ClC=1N(C(=CN1)C1=CC=C(C=C1)C1=NOC(C1)(O)C(F)(F)F)C